(alphaS)-decane CCCCCCCCCC